4-({[1-(methylamino)cyclobutyl]methyl}amino)pyrano[4,3-d]pyrimidin-5-one CNC1(CCC1)CNC=1C2=C(N=CN1)C=COC2=O